N1N=C(C2=C1C1=NC=CC=C1N2)C(=O)[O-] 1,4-dihydropyrazolo[3',4':4,5]pyrrolo[3,2-b]pyridine-3-carboxylate